6-Hydroxy-5-(4-methylpiperazin-1-yl)-2,3-dihydro-1,4-benzodioxine OC1=C(C2=C(OCCO2)C=C1)N1CCN(CC1)C